C1(=CC=CC2=CC=CC=C12)S(=O)(=O)C1C(OC[C@@H]1CCC)=O (4S)-3-(naphthalen-1-yl-sulfonyl)-4-propyldihydro-furan-2(3H)-one